CC1COC2=C(C(N1C1=C(C=C(C=C1)C1=NC3=CC=C(N=C3C=C1)C(F)(F)F)C)=O)NN=C2 6-methyl-7-(2-methyl-4-(6-(trifluoromethyl)-1,5-naphthyridin-2-yl)phenyl)-6,7-dihydro-1H-pyrazolo[3,4-f][1,4]oxazepin-8(5H)-one